4-methoxy-3-(1,3,3,5,7-pentamethyloctahydrobenzo[c]isoxazol-5-yl)benzonitrile COC1=C(C=C(C#N)C=C1)C1(CC2C(N(OC2(C)C)C)C(C1)C)C